p-phenylene-bis(2-oxazoline) C1(=CC=C(C=C1)C=1OCCN1)C=1OCCN1